FC=1C=C2C(=NN(C2=CC1N1CC2(C1)CCNCC2)C)N2C(NC(CC2)=O)=O 1-(5-fluoro-1-methyl-6-(2,7-diazaspiro[3.5]non-2-yl)-1H-indazol-3-yl)dihydropyrimidine-2,4(1H,3H)-dione